FC=1C=C(C=CC1F)[C@H](C)NC(=O)C1=NC(=CN=C1NCC1=CC=C(C=C1)C1=NC(=C(N=C1)N)CC1CNCC1)C#N 3-[4-(5-Amino-6-pyrrolidin-3-ylmethyl-pyrazin-2-yl)-benzylamino]-6-cyanopyrazine-2-carboxylic acid [(S)-1-(3,4-difluoro-phenyl)-ethyl]-amide